C(C)OC1=CC=C(OC2CN(C2)C=2C(=C(C(=O)O)C=CC2)N2C=CC=C2)C=C1 3-(3-(4-ethoxyphenoxy)azetidin-1-yl)-2-(1H-pyrrol-1-yl)benzoic acid